ClC1=CC(=C(C=C1)N1C(NC(=CC1=O)C(F)(F)F)=O)F 3-(4-chloro-2-fluorophenyl)-6-trifluoromethyl-1H-pyrimidine-2,4-dione